tert-butyl (6-(2-cyanopropan-2-yl)pyridin-3-yl)carbamate C(#N)C(C)(C)C1=CC=C(C=N1)NC(OC(C)(C)C)=O